4-(3,6-diazabicyclo[3.1.1]heptan-3-yl)-N-(4-(2-(4-methoxyphenyl)propan-2-yl)thiazol-2-yl)benzamide C12CN(CC(N1)C2)C2=CC=C(C(=O)NC=1SC=C(N1)C(C)(C)C1=CC=C(C=C1)OC)C=C2